ClC=1C(=C2C=3C(=C4C(=NC3C1)C1=CC3=C(C(N1C4)=O)COC([C@]3(O)CC)=O)[C@H](CC2)NC(CC2CC2)=O)C N-((1S,9S)-5-chloro-9-ethyl-9-hydroxy-4-methyl-10,13-dioxo-2,3,9,10,13,15-hexahydro-1H,12H-benzo[de]pyrano[3',4':6,7]indolizino[1,2-b]quinolin-1-yl)-2-cyclopropylacetamide